FC1=CC=C(C=C1)C1=NC2=CC=C3C(=C2C=2CCCCC12)C=CN3 7-(4-fluorophenyl)-8,9,10,11-tetrahydro-3H-pyrrolo[3,2-a]phenanthridine